[Cl-].[Cl-].C1(=CC=CC=C1)P(C=1[CH-]C=CC1)C1=CC=CC=C1.C1(=CC=CC=C1)P(C=1[CH-]C=CC1)C1=CC=CC=C1.[Pd+2].[Fe+2] iron(2+) palladium(2+) bis(2-(diphenylphosphanyl)cyclopenta-2,4-dien-1-ide) dichloride